6-(((1s,4s)-4-methoxycyclohexyl)oxy)pyridin COC1CCC(CC1)OC1=CC=CC=N1